P(=O)(O)(O)O.C(C)OC(=O)C1=C[C@H]([C@@H]([C@H](C1)N)NC(C)=O)OC(CC)CC (3R,4R,5S)-4-acetamido-5-amino-3-(1-ethyl-propoxy)-1-cyclohexene-1-carboxylic acid ethyl ester phosphate